CN1C(C(C2=CC(=CC=C12)[N+](=O)[O-])C)C 1,2,3-trimethyl-5-nitro-3H-indole